[Ge].[Ca] calcium-germanium